11-chloro-2-(3-methoxyphenoxy)-6H,7H,8H,9H,10H-cyclohepta[b]quinoline ClC1=C2C(=NC3=CC=C(C=C13)OC1=CC(=CC=C1)OC)CCCCC2